OC1CCN(CC1)CCOC1=CC=C(C=C1)NC1=NC(=NC=2C=NNC(C21)=O)N2CCCCC2 4-((4-(2-(4-hydroxypiperidin-1-yl)ethoxy)phenyl)amino)-2-(piperidin-1-yl)pyrimido[4,5-d]pyridazin-5(6H)-one